C(C)O\N=C\C1=C(C(=CC(=C1)\C=C\C1=CC=C(C=C1)N1CCCC1)F)O (E)-3-fluoro-2-hydroxy-5-((E)-4-(pyrrolidin-1-yl)styryl)benzaldehyde O-ethyloxime